N-cyclohexyl-3-hydroxy-2-(pyridin-2-yl)-2,4,5,7-tetrahydro-6H-pyrazolo[3,4-c]pyridin-6-carboxamide C1(CCCCC1)NC(=O)N1CC=2C(CC1)=C(N(N2)C2=NC=CC=C2)O